BrC1=CC2=C(N=C(N=C2)N(C(OC(C)(C)C)=O)C)N2C1=NCCC2 tert-Butyl (6-bromo-9,10-dihydro-8H-pyrido[1,6-a:2,3-d']dipyrimidin-2-yl)(methyl)carbamate